NC(/C=C/C1=CC=C(C=C1)C(C(=O)OCC1=CC=CC=C1)(C)C)=O (E)-benzyl 2-(4-(3-amino-3-oxoprop-1-en-1-yl) phenyl)-2-methylpropionate